ClC=1C(=C(C(N(N1)C)=O)C=1C2=CC=CC=C2C(=C2C=CC=CC12)Cl)O 6-chloro-4-(10-chloro-9-anthryl)-5-hydroxy-2-methyl-3(2H)-pyridazinone